cyclopropyl (S)-6-(1-(6-cyano-1H-imidazo[4,5-b]pyridin-2-yl)ethyl)-3,4-dihydroquinoline-1(2H)-carboxylate C(#N)C=1C=C2C(=NC1)N=C(N2)[C@@H](C)C=2C=C1CCCN(C1=CC2)C(=O)OC2CC2